9,9-bis(4-chlorophenyl)fluorene ClC1=CC=C(C=C1)C1(C2=CC=CC=C2C=2C=CC=CC12)C1=CC=C(C=C1)Cl